NC1=NC(=C(C=2N1C(N(N2)CC2=NC=C(C=C2)Br)=O)C2=CC(=NC(=C2)C)C(=O)OC)C2=CC=CC=C2 methyl 4-(5-amino-2-((5-bromopyridin-2-yl) methyl)-3-oxo-7-phenyl-2,3-dihydro-[1,2,4]triazolo[4,3-c]pyrimidin-8-yl)-6-methylpyridinecarboxylate